CC1=C(C=NN1)C1=CC=2N=C(NC(C2S1)=O)[C@H]1[C@H]2C[C@H]2CN1C(=O)OC(C)(C)C tert-butyl (1S,2R,5R)-2-[6-(5-methyl-1H-pyrazol-4-yl)-4-oxo-3,4-dihydrothieno[3,2-d]pyrimidin-2-yl]-3-azabicyclo[3.1.0]hexane-3-carboxylate